[2-methyl-3-(3,4,5-trihydroxybenzoyl)oxy-2-[(3,4,5-trihydroxybenzoyl)oxymethyl]-propyl]3,4,5-trihydroxybenzoate CC(COC(C1=CC(=C(C(=C1)O)O)O)=O)(COC(C1=CC(=C(C(=C1)O)O)O)=O)COC(C1=CC(=C(C(=C1)O)O)O)=O